C(C)(C)C=1C=NN2C1N=C(N=C2NCC2CCN(CC2)C(=O)OC2CN(CC2)C(=O)OC(C)(C)C)NC2CCOCC2 1-(tert-butoxycarbonyl)pyrrolidin-3-yl 4-(((8-isopropyl-2-((tetrahydro-2H-pyran-4-yl)amino)pyrazolo[1,5-a][1,3,5]triazine-4-yl)amino)methyl)piperidine-1-carboxylate